Methyl (2-Methyl-3-buten-2-yl) ether CC(C)(C=C)OC